cis-eugenol C=1(C(O)=CC=C(CC=C)C1)OC